C1(CC1)[C@H](CP(OCC)(=O)C)C1=CC(=NC=C1)OCC1=CC(=C(C=C1)C1=C(C=CC(=C1)OC)F)[C@H](C(C)(C)C)OC ethyl ((S)-2-cyclopropyl-2-(2-((2'-fluoro-5'-methoxy-2-((S)-1-methoxy-2,2-dimethylpropyl)-[1,1'-biphenyl]-4-yl)methoxy)pyridin-4-yl)ethyl)(methyl)phosphinate